C(C1=CC=CC=C1)N(C)C(C(C)NCC1=C(C=CC=C1)C)=O [benzyl(methyl)amino]-2-(o-tolylmethylamino)propan-1-one